CS(=O)(=O)OCCOC(CO[Si](C)(C)C(C)(C)C)C 2-[2-[tert-butyl(dimethyl)silyl]oxy-1-methyl-ethoxy]ethyl methanesulfonate